BrC1=CC2=C(N=C(S2)C2=C3C=C(N=CC3=C(N=C2)NC)NC(=O)C2CC2)C=C1 N-[5-(6-bromo-1,3-benzothiazol-2-yl)-8-(methylamino)-2,7-naphthyridin-3-yl]cyclopropanecarboxamide